C(CCCCCC\C=C/CCC)CC(=O)OCCCCCCCC\C=C/CC (Z)-9-dodecen-1-ol ((Z)-8-dodecen-1-yl acetate)